O(O)C1C([C@H]2[C@]34C=5C(=C(C=CC5C[C@H]([C@@H]3C1)N(C)CC4)O)O2)=O 7-hydroperoxylhydromorphone